(1R,4R)-5-[2-[4-[8-Chloro-7-[(2-methyl-3H-benzimidazol-5-yl)oxy]quinoxalin-2-yl]pyrazol-1-yl]ethyl]-2-oxa-5-azabicyclo[2.2.1]heptane ClC=1C(=CC=C2N=CC(=NC12)C=1C=NN(C1)CCN1[C@H]2CO[C@@H](C1)C2)OC2=CC1=C(N=C(N1)C)C=C2